C(C1=CC=CC=C1)N1C(=NC2=C1C=CC(=C2)C=2C(=NOC2C)C)[C@@H]2CCC(N2C2=CC(=C(C=C2)F)F)=O (S)-5-(1-benzyl-5-(3,5-dimethylisoxazol-4-yl)-1H-benzo[d]imidazol-2-yl)-1-(3,4-difluorophenyl)pyrrolidin-2-one